5-[6-chloro-3-[1-[3,6-dimethyl-4-oxo-2-(1-piperidyl)chromen-8-yl]ethylamino]-2-pyridyl]-3-fluoro-2-hydroxy-benzaldehyde ClC1=CC=C(C(=N1)C=1C=C(C(=C(C=O)C1)O)F)NC(C)C=1C=C(C=C2C(C(=C(OC12)N1CCCCC1)C)=O)C